FC(CN1N=C(C(=C1)C)NC1=NN=C(S1)C(=O)OCC)F ethyl 5-[[1-(2,2-difluoroethyl)-4-methyl-pyrazol-3-yl]amino]-1,3,4-thiadiazole-2-carboxylate